CN1N=C2C(=C(C(=CC2=C1)C=1C=CC=2C(N1)=CN(N2)C2CCNCC2)O)C 2,7-dimethyl-5-[2-(4-piperidinyl)pyrazolo[4,3-b]pyridin-5-yl]indazol-6-ol